ethyl 2-(2-((5-bromobenzo[1,2-b:3,4-b']difuran-3-yl)methoxy)-4-methoxyphenyl)acetate BrC1=CC2=C(OC=C2COC2=C(C=CC(=C2)OC)CC(=O)OCC)C2=C1OC=C2